pentafluoroethyl pentylsulfonate C(CCCC)S(=O)(=O)OC(C(F)(F)F)(F)F